(S)-4-(3-(benzylthio)phenyl)-8-chloro-2,6-dimethyl-1,2,3,4-tetrahydroisoquinoline C(C1=CC=CC=C1)SC=1C=C(C=CC1)[C@@H]1CN(CC2=C(C=C(C=C12)C)Cl)C